(3R,5R,6R)-6-amino-3-(3-(((E)-benzylidene)amino)-2-oxoimidazolidin-1-yl)-7-oxo-4-thia-1-azabicyclo[3.2.0]heptane-3-carboxylic acid diphenylmethyl ester hydrochloride Cl.C1(=CC=CC=C1)C(C1=CC=CC=C1)OC(=O)[C@]1(CN2C([C@H]([C@H]2S1)N)=O)N1C(N(CC1)/N=C/C1=CC=CC=C1)=O